1-(5-aminopyrazin-2-yl)ethan-1-one NC=1N=CC(=NC1)C(C)=O